CC(C)(C)[S@@](=O)N[C@@H](CC(C)C)B1OC(C(O1)(C)C)(C)C (R)-2-methyl-N-[(1R)-3-methyl-1-(4,4,5,5-tetramethyl-1,3,2-dioxaborolan-2-yl)butyl]propane-2-sulfinamide